1-(2-chloro-5-((2R,4R)-2-(2,5-difluorophenyl)-4-hydroxypyrrolidin-1-yl)pyrazolo[1,5-a]pyrimidin-3-yl)-3-cyclopropylurea ClC1=NN2C(N=C(C=C2)N2[C@H](C[C@H](C2)O)C2=C(C=CC(=C2)F)F)=C1NC(=O)NC1CC1